C(=CC=CC=CC(=O)O)C(=O)O 1,3,5-hexatriene-1,6-dicarboxylic acid